ClC1=C(C=CC=C1C1=C(C(=CC=C1)C1=CC=2N(C(C(=CN2)C=O)=O)C=C1)Cl)C=1C=CC=2CN(CCOC2N1)C(=O)OC(C)(C)C tert-butyl 8-[2-chloro-3-[2-chloro-3-(3-formyl-4-oxo-pyrido[1,2-a]pyrimidin-8-yl)phenyl]phenyl]-3,5-dihydro-2H-pyrido[3,2-f][1,4]oxazepine-4-carboxylate